CN(C(/C=C/CC[C@@H](C(=O)NC=1C(N(C=CC1)CC1=NC=2C(=NC=CC2CC(C)C)N1)=O)NC(OC)=O)=O)C methyl (S,E)-(7-(dimethylamino)-1-((1-((7-isobutyl-3H-imidazo[4,5-b]pyridin-2-yl)methyl)-2-oxo-1,2-dihydropyridin-3-yl)amino)-1,7-dioxohept-5-en-2-yl)carbamate